FC(S(=O)(=O)N[C@@H]1[C@@H](N(CC12CC2)C(=O)C2CC(C2)F)CC=2C(=C(C=CC2)C2=CC=CC=C2)F)F 1,1-difluoro-N-((6S,7S)-6-((2-fluoro-[1,1'-biphenyl]-3-yl)methyl)-5-((1s,3s)-3-fluorocyclobutane-1-carbonyl)-5-azaspiro[2.4]heptan-7-yl)methanesulfonamide